4-chloro-3-(6,6-difluoro-3-azabicyclo[3.1.0]hexan-3-yl)-1H-indazole ClC1=C2C(=NNC2=CC=C1)N1CC2C(C2C1)(F)F